beryllium hydroxide [OH-].[Be+2].[OH-]